C1(CC1)C=1C(=NON1)C(=O)N[C@H](C=1N=C2N(N=CC(=C2)C[C@@]2(C(NCC2)=O)C)C1)C1CCC(CC1)(F)F |o1:21| 4-Cyclopropyl-N-((S)-(4,4-difluorocyclohexyl)(7-(((S*)-3-methyl-2-oxopyrrolidin-3-yl)methyl)imidazo[1,2-b]pyridazin-2-yl)methyl)-1,2,5-oxadiazole-3-carboxamide